ClC=1C=[N+](C=C(C1C[C@H](OC(C1=CC=C(C=C1)S(NCCN(C)C)(=O)=O)=O)C1=CC(=C(C=C1)OC(F)F)OCC1CC1)Cl)[O-] (S)-3,5-dichloro-4-(2-(3-(cyclopropylmethoxy)-4-(difluoromethoxy)phenyl)-2-(4-(N-(2-(dimethylamino)ethyl)-sulfamoyl)-benzoyloxy)ethyl)pyridine 1-oxide